N-[1-[2-[[1-(2-hydroxyethyl)pyrazol-4-yl]amino]-8-methyl-7-oxo-pyrido[2,3-d]pyrimidin-6-yl]-3-piperidinyl]prop-2-enamide OCCN1N=CC(=C1)NC=1N=CC2=C(N1)N(C(C(=C2)N2CC(CCC2)NC(C=C)=O)=O)C